diethyl (3-phenylpropylene) malonate C(CC(=O)O)(=O)O.C(C)C(C=C)(C1=CC=CC=C1)CC